5-(3,5-dichlorophenyl)naphthalene-1-amine ClC=1C=C(C=C(C1)Cl)C1=C2C=CC=C(C2=CC=C1)N